N=1C=CN2C1N=CC(=C2)C2=CNC=1N=C(N=C(C12)OC)NC1CC(C1)(C(=O)N(C)C)C (1s,3s)-3-((5-(imidazo[1,2-a]pyrimidin-6-yl)-4-methoxy-7H-pyrrolo[2,3-d]pyrimidin-2-yl)amino)-N,N,1-trimethylcyclobutane-1-carboxamide